4-(4'-(trifluoromethoxy)-[1,1'-biphenyl]-4-yl)-1H-1,2,3-triazole-5-carboxylic acid FC(OC1=CC=C(C=C1)C1=CC=C(C=C1)C=1N=NNC1C(=O)O)(F)F